ClC(C1=CC=CC=C1)C1=CC=C(C=C1)C1=CC=CC=C1 4-(alpha-chlorobenzyl)biphenyl